((S)-1-(2-((S)-2-cyanopyrrolidin-1-yl)-2-oxoethyl)pyrrolidin-3-yl)-5,7-difluorobenzofuran-3-carboxamide C(#N)[C@H]1N(CCC1)C(CN1C[C@H](CC1)C=1OC2=C(C1C(=O)N)C=C(C=C2F)F)=O